N-[4-[2-chloro-3-(4-methylpiperazin-1-yl)phenoxy]-5-ethyl-6-phenyl-pyrimidin-2-yl]-1-methyl-pyrazole-4-sulfonamide ClC1=C(OC2=NC(=NC(=C2CC)C2=CC=CC=C2)NS(=O)(=O)C=2C=NN(C2)C)C=CC=C1N1CCN(CC1)C